CS(=O)(=O)OCC1CCC(CC1)CN1CCC(CC1)C=1C=NC(=CC1)NC1=NC=C(C(=N1)N1OCC[C@H]1C1=CC=CC=C1)C(F)(F)F ((1s,4s)-4-((4-(6-((4-((S)-3-phenylisoxazolidin-2-yl)-5-(trifluoromethyl)pyrimidin-2-yl)amino)pyridin-3-yl)piperidin-1-yl)methyl)cyclohexyl)methyl methanesulfonate